FC1=CC=C(C=C1)C1=C(C(C=2C=C3CCCOC3=C(C2O1)C(C)NC1=C(C(=O)O)C=CC=C1)=O)C ((1-(8-(4-fluorophenyl)-7-methyl-6-oxo-3,4-dihydro-2H,6H-pyrano[3,2-g]chromen-10-yl)ethyl)amino)benzoic acid